tert-butyl 4-(4-(pyrrolidin-1-yl) phenyl)-5,6-dihydropyridine-1(2H)-carboxylate N1(CCCC1)C1=CC=C(C=C1)C1=CCN(CC1)C(=O)OC(C)(C)C